4-(2,4-Dioxotetrahydropyrimidin-1(2H)-yl)-3-methoxybenzoic acid O=C1N(CCC(N1)=O)C1=C(C=C(C(=O)O)C=C1)OC